FC(C1=C(C=C(C=C1F)Cl)F)(OC1=CC(=C(C(=C1)F)F)F)F 4-[difluoro(3,4,5-trifluorophenoxy)methyl]-1-chloro-3,5-difluorobenzene